C1(=CC=CC=C1)C(=O)C1=CC(=C(C(=C1)C(C)(C)C)O)C(C)(C)C (3,5-di-tert-butyl-4-hydroxyphenyl) (phenyl) ketone